CC=1N=C(SC1C)NC(=NC(=O)NC1=CC(=CC=C1)C)N 4,5-dimethylthiazol-2-yl-N''-(3-methylaniline-carbonyl)-guanidine